FC1=CC=C(C=C1)C=1C(OCCC1)=O (4-fluorophenyl)-5,6-dihydro-2H-pyran-2-one